CN1N=CC2=C1CN(C2C(=O)O)C(=O)C2(CC2)C2=CC=C(C=C2)OC(F)(F)F 1-methyl-5-[1-[4-(trifluoromethoxy)-phenyl]cyclopropanecarbonyl]-4,6-dihydropyrrolo[3,4-c]pyrazole-4-carboxylic acid